2-((2-(5-((5S,7S)-7-((6-cyano-1H-benzo[d]imidazol-1-yl)methyl)-7-methyl-2-oxo-1-oxa-3-azaspiro[4.5]decan-3-yl)pyrazin-2-yl)propan-2-yl)oxy)ethyldimethylphosphinic acid C(#N)C=1C=CC2=C(N(C=N2)C[C@@]2(C[C@]3(CN(C(O3)=O)C=3N=CC(=NC3)C(C)(C)OCCCP(O)(=O)C)CCC2)C)C1